BrC=1C=CC(C2=C3C=CC4=C(C3=NC12)C=CC=C4)CCCCBr 10-bromo-7-(4-bromobutyl)-7H-benzocarbazole